[C@@H]12OC[C@@H]3CC(C(C[C@H]13)O2)O (1S,3aR,7aS)-Octahydro-1,6-epoxyisobenzofuran-5-ol